2-(4-methoxy-3-(3-methylphenoxyethyl)benzamido)-2,3-dihydro-1H-indene-2-carboxylic acid COC1=C(C=C(C(=O)NC2(CC3=CC=CC=C3C2)C(=O)O)C=C1)CCOC1=CC(=CC=C1)C